6-(2,6-difluoro-4-(7-fluoro-2-(methyl-d3)-2H-indazol-4-yl)benzyl)-6,7-dihydro-5H-pyrrolo[3,4-b]pyridin-5-one-7,7-d2 FC1=C(CN2C(C3=NC=CC=C3C2=O)([2H])[2H])C(=CC(=C1)C=1C2=CN(N=C2C(=CC1)F)C([2H])([2H])[2H])F